C1=CC=CC=2C3=CC=CC=C3C(C12)COC(=O)N1[C@@H](C[C@H](C1)NC(=O)OC(C)(C)C)C(=O)O (2S,4R)-1-(((9H-fluoren-9-yl)methoxy)carbonyl)-4-((tert-butoxycarbonyl)amino)pyrrolidine-2-carboxylic acid